BrC=1C=C(C=C(C1)F)N(C1=NC2=NN=CN2C2=CN=CC(=C12)F)C N-(3-bromo-5-fluoro-phenyl)-10-fluoro-N-methyl-2,4,5,7,12-pentazatricyclo[7.4.0.02,6]trideca-1(13),3,5,7,9,11-hexaen-8-amine